OC12C[C@H]3C([C@H](CC(C1)C3)C2)NC2=C3C(=NC=C2C(=O)OCCC)NC=C3 propyl 4-(((1R,2s,3S,5r,7s)-5-hydroxyadamantan-2-yl)amino)-1H-pyrrolo[2,3-b]pyridine-5-carboxylate